((7R)-7-amino-2-azabicyclo[2.2.1]hept-2-yl)(2-(6-(4-aminopiperidin-1-yl)-1-(cyclopropylmethyl)-1H-indol-2-yl)-4-methoxy-3-methylbenzofuran-6-yl)methanone N[C@H]1C2N(CC1CC2)C(=O)C2=CC1=C(C(=C(O1)C=1N(C3=CC(=CC=C3C1)N1CCC(CC1)N)CC1CC1)C)C(=C2)OC